3-(4-((4-(((adamantan-1-ylmethyl)amino)methyl)benzyl)thio)-1-oxoisoindolin-2-yl)piperidine-2,6-dione C12(CC3CC(CC(C1)C3)C2)CNCC2=CC=C(CSC3=C1CN(C(C1=CC=C3)=O)C3C(NC(CC3)=O)=O)C=C2